C1(CC1)C(=O)N1C(C2=CC=C(C=C2C1)NC1=CC=C(C=C1)N1CCC(CC1)C(F)(F)F)(C)C cyclopropyl(1,1-dimethyl-5-((4-(4-(trifluoromethyl)piperidin-1-yl)phenyl)amino)isoindolin-2-yl)methanone